C1(CC1)[C@]1(C(N(C[C@H]1C)C=1C2=C(N=CN1)NC(=C2)C=2C=NN(C2)C)=O)C#N (3R,4S)-3-cyclopropyl-4-methyl-1-[6-(1-methylpyrazol-4-yl)-7H-pyrrolo[2,3-d]pyrimidin-4-yl]-2-oxopyrrolidine-3-carbonitrile